COC1=NC(=C(C=C1NC=1N=C(C2=C(N1)NC=C2)NC=2C(=C1N=CC=NC1=CC2)P(C)(C)=O)C=2C=NN(C2)C)N2CCN(CC2)C (6-((2-((2-methoxy-5-(1-methyl-1H-pyrazol-4-yl)-6-(4-methyl-piperazin-1-yl)pyridin-3-yl)amino)-7H-pyrrolo[2,3-d]pyrimidin-4-yl)amino)quinoxalin-5-yl)dimethyl-phosphine oxide